molybdenum disulphite S(=O)([O-])OS(=O)[O-].[Mo+4].S(=O)([O-])OS(=O)[O-]